tert-Butyl (4-(3-(ethylthio)-5-fluoro-1-hydroxy-7,9-dihydrofuro[3,4-f]quinazolin-6-yl)-5-fluorobenzo[b]thiophen-2-yl)carbamate C(C)SC1=NC=2C(=C(C3=C(C2C(=N1)O)COC3)C3=C(C=CC=1SC(=CC13)NC(OC(C)(C)C)=O)F)F